C1(=CC=CC=C1)CC(=O)N phenyl-acetamide